(R)-1-(4-cyclopropyloxy-3-methoxybenzyl)-3-(2-isopropylphenyl)piperazine C1(CC1)OC1=C(C=C(CN2C[C@H](NCC2)C2=C(C=CC=C2)C(C)C)C=C1)OC